O1COC2=C1C=CC(=C2)C[C@H](C)N(C(OC(C)(C)C)=O)CC tert-Butyl N-[(1S)-2-(1,3-benzodioxol-5-yl)-1-methyl-ethyl]-N-ethyl-carbamate